COC=1C(=NC=CN1)B(O)O 3-METHOXYPYRAZINE-2-BORONIC ACID